(S)-4,4-difluoro-1-(2-fluoro-4-(3-fluorobenzyloxy)benzyl)pyrrolidine-2-carboxamide FC1(C[C@H](N(C1)CC1=C(C=C(C=C1)OCC1=CC(=CC=C1)F)F)C(=O)N)F